5-[4-[[4-[[5-(trifluoromethyl)-2-pyridinyl]amino]-1-piperidinyl]sulfonyl]phenyl]pyrrolo[2,3-b]pyridine-3-carbonitrile FC(C=1C=CC(=NC1)NC1CCN(CC1)S(=O)(=O)C1=CC=C(C=C1)C=1C=C2C(=NC1)NC=C2C#N)(F)F